4-(N-methylprop-2-enamido)-N-(2-oxo-2,3,4,5-tetrahydro-1H-1-benzazepin-7-yl)benzamide CN(C(C=C)=O)C1=CC=C(C(=O)NC=2C=CC3=C(CCCC(N3)=O)C2)C=C1